C(C)(C)(C)OC(=O)N1[C@H](CN(CC1)C=1N=NC(=CC1)NC(=O)C=1C(=CC=2N(C1)C=C(N2)C)OC2COCCC2)C (2S)-2-methyl-4-(6-(2-methyl-7-((tetrahydro-2H-pyran-3-yl)oxy)imidazo[1,2-a]pyridine-6-carboxamido)pyridazin-3-yl)piperazine-1-carboxylic acid tert-butyl ester